OC1CCC(CC1)CCC(C)(C)NC(OC(C)(C)C)=O tert-Butyl (4-((1s,4r)-4-hydroxycyclohexyl)-2-methylbutan-2-yl)carbamate